C(CC=1NC2=CC=CC=C2C1)C=1NC2=CC=CC=C2C1 1,2-ethandiyl-bis(indol)